C(CCC)OP(OCCCC)(=O)CCCC.BrC=1C=C(C(=O)NCC=2C=NC=CC2)C=CC1 3-bromo-N-(pyridin-3-ylmethyl)benzamide di-butyl-butyl-phosphonate